4-(4-fluorophenyl)pyrrolidine-3-carboxamide FC1=CC=C(C=C1)C1C(CNC1)C(=O)N